CC1=C(C=CC=C1C)N1CCN(CC1)C(CN1N=C(C2=C1CCC2)C(=O)N2C[C@@H]([C@@H](CC2)O)C)=O 1-[4-(2,3-Dimethylphenyl)piperazin-1-yl]-2-{3-[(3S,4R)-4-hydroxy-3-methylpiperidin-1-carbonyl]-5,6-dihydrocyclopenta[c]pyrazol-1(4H)-yl}ethan-1-on